ClC1=C(C=CC=C1)C1=NOC(=N1)C1=CC=C(C=C1)C 3-(2-chlorophenyl)-5-p-tolyl-1,2,4-oxadiazole